N4-[2-(6-methyl-2-pyridyl)pyrimidin-4-yl]-N2-[4-(5,6,7,8-tetrahydroimidazo[1,2-a]pyrazin-2-yl)phenyl]pyrimidine-2,4-diamine CC1=CC=CC(=N1)C1=NC=CC(=N1)NC1=NC(=NC=C1)NC1=CC=C(C=C1)C=1N=C2N(CCNC2)C1